3-((dimethylamino)methyl)-N-(3-methoxybenzyl)-N-(3-morpholinophenyl)aniline CN(C)CC=1C=C(N(C2=CC(=CC=C2)N2CCOCC2)CC2=CC(=CC=C2)OC)C=CC1